4-(3-((5-cyclopropyl-3-(2,6-dichlorophenyl)isoxazol-4-yl)methoxy)pyrrolidin-1-yl)-benzonitrile C1(CC1)C1=C(C(=NO1)C1=C(C=CC=C1Cl)Cl)COC1CN(CC1)C1=CC=C(C#N)C=C1